(thiophen-3-yl)acrylamide S1C=C(C=C1)C(C(=O)N)=C